(R)-N-((1R,2R)-1-(3-chloro-4-(cyclopropylthio)phenyl)-1-hydroxy-3-(pyrrolidin-1-yl)propan-2-yl)-1-(4-chlorophenyl)pyrrolidine-3-carboxamide ClC=1C=C(C=CC1SC1CC1)[C@H]([C@@H](CN1CCCC1)NC(=O)[C@H]1CN(CC1)C1=CC=C(C=C1)Cl)O